(3-hydroxy-3-methylazetidin-1-yl)(4-(6-(((3aR,5s,6aS)-2-((tetrahydro-2H-pyran-4-yl)methyl)octahydrocyclopenta[c]pyrrol-5-yl)amino)pyridazin-3-yl)phenyl)methanone OC1(CN(C1)C(=O)C1=CC=C(C=C1)C=1N=NC(=CC1)NC1C[C@@H]2[C@@H](CN(C2)CC2CCOCC2)C1)C